disodium lauryl-N-carboxymethoxyethyl-N-carboxymethyl-imidazolinium C(CCCCCCCCCCC)C=1[N+](CCN1)(CC(=O)O)CCOCC(=O)O.[Na+].[Na+]